4-((3-(3,3-difluorocyclobutyl)-2,4-dioxo-3,4-dihydroquinazolin-1(2H)-yl)methyl)-N-hydroxybenzoamide FC1(CC(C1)N1C(N(C2=CC=CC=C2C1=O)CC1=CC=C(C(=O)NO)C=C1)=O)F